O1C(CCCC1)O[C@@H](C)C=1N(C=CN1)CC1=NOC(=C1)C1=CC=C(C=C1)C#CC=1C=CC(=NC1)CN1CC(C1)C(=O)[O-] 1-((5-((4-(3-((2-((1S)-1-((tetrahydro-2H-pyran-2-yl)oxy)ethyl)-1H-imidazol-1-yl)methyl)isoxazol-5-yl)phenyl)ethynyl)pyridin-2-yl)methyl)azetidine-3-carboxylate